FC1(CN(CC1)C(CN1N=C(C(=C1)NC(=O)C=1C=NN2C1N=CC=C2)C2=C(C=CC(=C2)F)OC)=O)F N-(1-(2-(3,3-difluoropyrrolidin-1-yl)-2-oxoethyl)-3-(5-fluoro-2-methoxyphenyl)-1H-pyrazol-4-yl)pyrazolo[1,5-a]pyrimidine-3-carboxamide